C(C)[C@]1(C(OCC=2C(N3CC=4C(=NC=5C=C(C(=C6C5C4[C@](CC6)(C)CCO)C)F)C3=CC21)=O)=O)O (1S,9S)-9-ethyl-5-fluoro-9-hydroxy-1-(2-hydroxyethyl)-1,4-dimethyl-1,2,3,9,12,15-hexahydro-10H,13H-benzo[de]pyrano[3',4':6,7]indolizino[1,2-b]quinoline-10,13-dione